2-(2',3',4',5'-tetrakis(9,9-dimethylacridin-10(9H)-yl)-[1,1'-biphenyl]-4-yl)benzo[d]thiazole CC1(C2=CC=CC=C2N(C=2C=CC=CC12)C1=C(C=C(C(=C1N1C=2C=CC=CC2C(C2=CC=CC=C12)(C)C)N1C=2C=CC=CC2C(C2=CC=CC=C12)(C)C)N1C=2C=CC=CC2C(C2=CC=CC=C12)(C)C)C1=CC=C(C=C1)C=1SC2=C(N1)C=CC=C2)C